(S)-4'-(2-Oxo-3-(pyrrolidin-3-yl)-2,3-dihydro-1H-imidazo[4,5-b]pyridin-1-yl)-[1,1'-biphenyl]-4-carbonitrile Hydrochloride Cl.O=C1N(C=2C(=NC=CC2)N1[C@@H]1CNCC1)C1=CC=C(C=C1)C1=CC=C(C=C1)C#N